C(CCCCC)OCCCCCCCC 1-octyl hexyl ether